CC1=CC=C(C=C1)S(=O)(=O)OCCOCCOCCOCCOCCN1CCN(CC1)C(C1=CC(=C(C=C1)NC1=NC=C(C(=N1)NC)Cl)OC)=O 14-(4-(4-((5-chloro-4-(methylamino)pyrimidin-2-yl)amino)-3-methoxybenzoyl)piperazin-1-yl)-3,6,9,12-tetraoxatetradecyl 4-methylbenzenesulfonate